N-[(benzyloxy)carbonyl]-L-alanyl-N-methyl-L-alanyl-L-asparagine C(C1=CC=CC=C1)OC(=O)N[C@@H](C)C(=O)N([C@@H](C)C(=O)N[C@@H](CC(N)=O)C(=O)O)C